C(C)=O ethaneone